F[P-](F)(F)(F)(F)F.N1(N=NC2=NC=CC=C21)OC(=[N+](CC)CC)N(CC)CC O-(1H-1,2,3-triazolo[4,5-b]pyridin-1-yl)-1,1,3,3-tetraethyluronium hexafluorophosphate